ClC=1C(=CC(=C(C1)C(C(=O)OC)C(=O)OC)[N+](=O)[O-])C(=O)OC Dimethyl 2-(5-chloro-4-(methoxycarbonyl)-2-nitrophenyl)malonate